N-[11-[4-[[(3R)-3-amino-7-(5-tert-butyl-1,3,4-oxadiazol-2-yl)-8-fluoro-1,1,4-trioxo-2,3-dihydro-1lambda6,5-benzothiazepin-5-yl]methyl]phenoxy]undecyl]acetamide N[C@H]1CS(C2=C(N(C1=O)CC1=CC=C(OCCCCCCCCCCCNC(C)=O)C=C1)C=C(C(=C2)F)C=2OC(=NN2)C(C)(C)C)(=O)=O